C(C)C1=C(C=CC=C1F)C1C2=C(NC(=C1C(=O)OC)C)COC2=O Methyl 4-(2-ethyl-3-fluorophenyl)-2-methyl-5-oxo-1,4,5,7-tetrahydrofuro[3,4-b]pyridine-3-carboxylate